O(C)C1=C(OC2=CC=CC=C2C1=O)C1=CC=CC=C1 monomethoxylflavone